C(N)(OC[C@H](COC1=CC(=CC=C1)S(NC)(=O)=O)O)=O ((S)-2-hydroxy-3-(3-(N-methylsulfamoyl) phenoxy) propyl) carbamate